benzyl 5-(1-benzylpyrazol-4-yl)-4-oxo-2,3-dihydropyridine-1-carboxylate C(C1=CC=CC=C1)N1N=CC(=C1)C=1C(CCN(C1)C(=O)OCC1=CC=CC=C1)=O